N[C@@H]1[C@@H](OCC12CCN(CC2)C=2N=CC(=NC2)SC=2C(=C1C(N(C=NC1=CC2)CC2COCC2)=O)Cl)C 6-((5-((3S,4S)-4-amino-3-methyl-2-oxa-8-azaspiro[4.5]decan-8-yl)pyrazin-2-yl)thio)-5-chloro-3-((tetrahydrofuran-3-yl)methyl)quinazolin-4(3H)-one